ClC1=CC=2C3=C(C=NC2C=C1)N=C(N3C3CN(CC3(F)F)C)CC3=NC=C(N=C3)C 8-chloro-1-(4,4-difluoro-1-methylpyrrolidin-3-yl)-2-[(5-methylpyrazin-2-yl)methyl]-1H-imidazo[4,5-c]quinoline